2-AminoIsophthalic Acid NC1=C(C(=O)O)C=CC=C1C(=O)O